COC1=C(C(=CC=2C3=CC=CC(=C3C=CC12)OC)C#N)C 1,8-dimethoxy-2-methyl-3-phenanthrenecarbonitrile